COC1=C(CN2C[C@H]([C@@H](C2=O)C)C(=O)OCC)C=CC(=C1)OC ethyl (trans)-1-(2,4-dimethoxybenzyl)-4-methyl-5-oxopyrrolidine-3-carboxylate